9-benzyl-7-methoxy-5-cyanomethoxy-tetrahydrocarbazole-carboxamide C(C1=CC=CC=C1)N1C2=CC(=CC(=C2C=2CCCC(C12)C(=O)N)OCC#N)OC